OC1=C(OC2=C(C(=C(C(=C2C1=O)OC)OC)OC)OC)C1=CC=C(C=C1)OC hydroxy-5,6,7,8,4'-pentamethoxyl-flavone